pyrrolo[2,1-i][1,4,7,10,13,16,19,22,25,28,31]undecaazacyclotetratriacontine C1=NC=CN=CC=NC=CC=NC=CN=CC=NC=CN=CC=NC=CN=CC=NC=CN2C1=CC=C2